[4-(8-aminooctyl)-3-methyl-2-oxo-1,3-benzodiazol-1-yl]piperidine-2,6-dione hydrochloride Cl.NCCCCCCCCC1=CC=CC=2N(C(N(C21)C)=O)N2C(CCCC2=O)=O